1-(6-chloropyridin-3-yl)quinolin ClC1=CC=C(C=N1)N1CC=CC2=CC=CC=C12